(4-((2-aminophenyl)carbamoyl)benzyl)-4-(benzyloxy)quinoline-2-carboxamide NC1=C(C=CC=C1)NC(=O)C1=CC=C(CC=2C(=NC3=CC=CC=C3C2OCC2=CC=CC=C2)C(=O)N)C=C1